9-(1-Acetylpiperidin-4-yl)-7-methyl-2-((7-methylquinoxalin-6-yl)amino)-7,9-dihydro-8H-purin-8-one C(C)(=O)N1CCC(CC1)N1C2=NC(=NC=C2N(C1=O)C)NC=1C=C2N=CC=NC2=CC1C